methyl (2R)-2-[(tert-butoxycarbonyl) amino]-2-methyl-3-oxopropanoate C(C)(C)(C)OC(=O)N[C@@](C(=O)OC)(C=O)C